3-ethoxythiobenzamide C(C)OC=1C=C(C(=S)N)C=CC1